FC1=CC=C(C=C1)C=1N=CN(C1C1=CC(=NC=C1)F)CC(=O)N1CCN(CC1)C(=O)OC(C)(C)C tert-butyl 4-{2-[4-(4-fluorophenyl)-5-(2-fluoropyridin-4-yl)-1H-imidazol-1-yl]acetyl}piperazine-1-carboxylate